(2S,3S,4S)-N-(3-Chloro-4-fluorophenyl)-N-ethyl-3,4-dihydroxy-1-(6-methyl-4-(trifluoromethyl)pyridin-2-yl)-5-oxopyrrolidine-2-carboxamide ClC=1C=C(C=CC1F)N(C(=O)[C@H]1N(C([C@H]([C@H]1O)O)=O)C1=NC(=CC(=C1)C(F)(F)F)C)CC